(sulfophenyl)-diphenylphosphine S(=O)(=O)(O)C1=C(C=CC=C1)P(C1=CC=CC=C1)C1=CC=CC=C1